7-((5-(4-((dimethyl-amino)methyl)-4-hydroxypiperidin-1-yl)pyridin-2-yl)amino)-4-(7-fluoro-imidazo[1,2-a]pyridin-3-yl)isoindolin-1-one CN(C)CC1(CCN(CC1)C=1C=CC(=NC1)NC=1C=CC(=C2CNC(C12)=O)C1=CN=C2N1C=CC(=C2)F)O